2-chloro-4-phenyl-6-(4-((3S,6S)-tricyclo[3.1.1.03,6]hept-4-en-2-yl)phenyl)-1,3,5-triazine ClC1=NC(=NC(=N1)C1=CC=CC=C1)C1=CC=C(C=C1)C1C2[C@@H]3C(=C[C@H]13)C2